4,5-Dihydro-1,4-oxazepin O1C=CNCC=C1